2-((4-(2-(4-chloro-2-fluorophenyl)-5-methyl-2,3,4,5-tetrahydrobenzo[b][1,4]oxazepin-6-yl)piperidin-1-yl)methyl)-1-(((S)-oxabutan-2-yl)methyl)-1H-benzo[d]imidazole-6-carboxylic acid ClC1=CC(=C(C=C1)C1CCN(C2=C(O1)C=CC=C2C2CCN(CC2)CC2=NC1=C(N2C[C@@H](O)CC)C=C(C=C1)C(=O)O)C)F